methyl 2-(3-(2-((1S,2S,5R)-1-hydroxy-2-isopropyl-5-methylcyclohexane-1-carboxamido) ethyl) phenyl)acetate O[C@@]1([C@@H](CC[C@H](C1)C)C(C)C)C(=O)NCCC=1C=C(C=CC1)CC(=O)OC